N-(4-(2-((2-(Trifluoromethyl)chinolin-4-yl)amino)ethyl)phenyl)methansulfonamid FC(C1=NC2=CC=CC=C2C(=C1)NCCC1=CC=C(C=C1)NS(=O)(=O)C)(F)F